1-(1,2,2,3,3,4,4,5,5,6,6-undeca-fluorocyclohexyl)ethanol FC1(C(C(C(C(C1(F)F)(F)F)(F)F)(F)F)(F)F)C(C)O